2-((6-((1R,4R)-5-(3-aminopropyl)-2,5-diazabicyclo[2.2.1]heptan-2-yl)-2-methylpyrimidin-4-yl)amino)-N-(2-chloro-6-methylphenyl)thiazole-5-carboxamide NCCCN1[C@H]2CN([C@@H](C1)C2)C2=CC(=NC(=N2)C)NC=2SC(=CN2)C(=O)NC2=C(C=CC=C2C)Cl